4,6-dichloro-5-(2-chlorophenyl)-2-(4-((cyclopropylmethyl)sulfonyl)benzyl)-1H-benzo[d]imidazole ClC1=C(C(=CC=2NC(=NC21)CC2=CC=C(C=C2)S(=O)(=O)CC2CC2)Cl)C2=C(C=CC=C2)Cl